[5-(5-fluoro-2-methoxypyridin-4-yl)-1-(oxazolidin-2-yl)pyrazole-3-carbonyl]piperidine-4-carboxylic acid methyl ester COC(=O)C1CCN(CC1)C(=O)C1=NN(C(=C1)C1=CC(=NC=C1F)OC)C1OCCN1